NC1=C(NC2=CC(=C(C(=O)NC3CC3)C(=C2)OC)OC(F)F)C=CC(=C1)Br 4-(2-amino-4-bromo-anilino)-N-cyclopropyl-2-(difluoromethoxy)-6-methoxy-benzamide